4,9-dihydro-10H-benzo[4,5]cyclohepta[1,2-b]thiophen-10-one fumarate C(\C=C\C(=O)O)(=O)O.S1C2=C(C=C1)CC1=C(CC2=O)C=CC=C1